5-Amino-3-(4-(2-((3-(4-fluorophenyl)isoxazol-5-yl)amino)-2-oxoethyl)phenyl)-1-isopropyl-1H-pyrazole-4-carboxamide NC1=C(C(=NN1C(C)C)C1=CC=C(C=C1)CC(=O)NC1=CC(=NO1)C1=CC=C(C=C1)F)C(=O)N